(R)-4-{3-[(S)-(1,3-Dimethyl-azetidin-3-yl)-hydroxy-(4-isopropyl-phenyl)-methyl]-phenyl}-2-(1,5-dimethyl-1H-pyrazol-3-yl)-but-3-yn-2-ol CN1CC(C1)(C)[C@@](C=1C=C(C=CC1)C#C[C@@](C)(O)C1=NN(C(=C1)C)C)(C1=CC=C(C=C1)C(C)C)O